(R)-1-(4-(8-(but-3-en-1-yloxy)-[1,2,4]triazolo[1,5-a]pyrazin-6-yl)-5-methoxypyridin-2-yl)-N-ethylethan-1-amine C(CC=C)OC=1C=2N(C=C(N1)C1=CC(=NC=C1OC)[C@@H](C)NCC)N=CN2